ethyl 3-(3-amino-6-chloropyridin-2-yl)propanoate NC=1C(=NC(=CC1)Cl)CCC(=O)OCC